C(C)(C)(C)OC(C1=C(C(=CC=C1N)OC1=C(C(=CC(=C1F)F)NS(=O)(=O)CCC)Cl)C)=O tert-butyl-6-amino-3-(2-chloro-5,6-difluoro-3-(propylsulfonamido)phenoxy)-2-(methyl)benzoate